CC1=CC=C(C=C1)C2=NC=CC(=C2)C(=O)O 2-(p-tolyl)isonicotinic acid